OC[C@H](CC)NC(=O)[C@H]1CN([C@@H]2CC=3C4=C(C2=C1)C=CC=C4NC3)C (6aR,9R)-N-[(2S)-1-hydroxybutan-2-yl]-7-methyl-6,6a,8,9-tetrahydro-4H-indolo[4,3-fg]quinoline-9-carboxamide